1-(4-((4-ethylpiperazin-1-yl)methyl)-3-(trifluoromethyl)phenyl)-3-(4-methyl-5-(2-(methylamino)-pyrimidin-4-yl)thiazol-2-yl)urea C(C)N1CCN(CC1)CC1=C(C=C(C=C1)NC(=O)NC=1SC(=C(N1)C)C1=NC(=NC=C1)NC)C(F)(F)F